(3R,4R,5R)-3-amino-4,5-dimethyl-octanoic acid N[C@H](CC(=O)O)[C@@H]([C@@H](CCC)C)C